CN1N=C(C=C1C)CNC1=NC(=NC(=N1)N)C=1C=CC=2N(C1)C(=NC2)C N2-((1,5-dimethyl-1H-pyrazol-3-yl)methyl)-6-(3-methylimidazo[1,5-a]pyridin-6-yl)-1,3,5-triazine-2,4-diamine